O1C2C(NC(C1)=O)CNCC2 (+)-4a,5,6,7,8,8a-Hexahydro-4H-pyrido[4,3-b][1,4]oxazin-3-one